C(#N)C1=CC(=C(CSC2=CC=NN2C2CCN(CC2)CC2=NC3=C(N2C[C@H]2OCC2)C=C(C=C3)C(=O)O)C=C1)F (S)-2-((4-(5-((4-cyano-2-fluorobenzyl)thio)-1H-pyrazol-1-yl)piperidin-1-yl)methyl)-1-(oxetan-2-ylmethyl)-1H-benzo[d]imidazole-6-carboxylic acid